3-bromo-N2-methyl-5-trifluoromethyl-benzene-1,2-diamine BrC1=C(C(=CC(=C1)C(F)(F)F)N)NC